O1C=C(C=C1)CCC(=O)O[C@@H]1C(OC2=CC3=C(C=C2C1)C=CC(O3)=O)(C)C (S)-2,2-dimethyl-8-oxo-2,3,4,8-tetrahydropyrano[3,2-g]chromen-3-yl 3-(furan-3-yl)propanoate